N1=CC(=CC=C1)CNC(NC1=CC=C(C=C1)S(=O)(=O)N1CCN(CC1)CCCCC(=O)N)=O 5-(4-((4-(3-(pyridin-3-ylmethyl)ureido)phenyl)sulfonyl)piperazin-1-yl)pentanamide